1-[1-[6-(difluoromethoxy)-3-pyridyl]-5-isopropyl-pyrazol-3-yl]piperazine FC(OC1=CC=C(C=N1)N1N=C(C=C1C(C)C)N1CCNCC1)F